N6-Methyladenosine-5'-Triphosphate CNC1=C2C(=NC=N1)N(C=N2)[C@H]3[C@@H]([C@@H]([C@H](O3)COP(=O)(O)OP(=O)(O)OP(=O)(O)O)O)O